bromo-7-fluoro-5-iodo-1H-indazole BrN1N=CC2=CC(=CC(=C12)F)I